C(C1=CC=CC=C1)(=O)NC1=CC(=NN1C)C1=CC=C(C=C1)NC(C1=C(C=CC=C1)N1CCOCC1)=O N-(4-(5-Benzamido-1-methyl-1H-pyrazol-3-yl)phenyl)-2-morpholinobenzamide